SC=1NC(C=C(C1C#N)C)=O 1,6-dihydro-2-mercapto-4-methyl-6-oxopyridine-3-carbonitrile